C(#N)C1=CC(=C(OC=2N=NC(=C(C2C(=O)NC2=CC(=CC=C2)S(=O)(=O)C)C)C2=NC=CC=C2)C=C1)OC 3-(4-cyano-2-methoxyphenoxy)-5-methyl-N-(3-(S-methylsulfonyl)phenyl)-6-(pyridin-2-yl)pyridazine-4-carboxamide